BrC1=CC(=NC=C1)N[C@@H](C)C1=CC2=C(OC(O2)(F)F)C=C1 4-bromo-N-[(1S)-1-(2,2-difluoro-1,3-benzodioxol-5-yl)ethyl]pyridin-2-amine